(R)-1-(cyclopropylmethyl)-3-(3-fluoro-2-nitrophenoxy)pyrrolidine C1(CC1)CN1C[C@@H](CC1)OC1=C(C(=CC=C1)F)[N+](=O)[O-]